3-[1-methyl-6-[1-(4-piperidylmethyl)-4-piperidyl]-5-(trifluoromethyl)indazol-3-yl]piperidine-2,6-dione CN1N=C(C2=CC(=C(C=C12)C1CCN(CC1)CC1CCNCC1)C(F)(F)F)C1C(NC(CC1)=O)=O